P(=O)(OC\C=C(\CC\C=C(/CCC=C(C)C)\C)/C)(O)O (2E,6Z)-3,7,11-trimethyldodeca-2,6,10-trien-1-yl dihydrogen phosphate